2-((S)-1-benzyl-3-((R)-1-trityl-aziridine-2-carbonyl)imidazolidin-4-yl)acetonitrile C(C1=CC=CC=C1)N1CN([C@H](C1)CC#N)C(=O)C1[N@@](C1)C(C1=CC=CC=C1)(C1=CC=CC=C1)C1=CC=CC=C1